1,4-dimethylolcyclohexane terephthalate C(C1=CC=C(C(=O)O)C=C1)(=O)O.C(O)C1CCC(CC1)CO